(13S,17R)-13-ethyl-17-ethynyl-3-oxo-2,3,6,7,8,9,10,11,12,13,14,15,16,17-tetradecahydro-1H-cyclopenta[a]phenanthren-17-yl [(pyridin-3-yl)oxy]acetate N1=CC(=CC=C1)OCC(=O)O[C@]1(CCC2C3CCC4=CC(CCC4C3CC[C@]12CC)=O)C#C